C(C)(C)(C)C=1OC2(C(N(C(C3=CC=CC=C23)=O)C)=O)C2=C(N1)C=CC(=C2)Cl 2-(tert-Butyl)-6-chloro-2'-methyl-1'H-spiro[benzo[d][1,3]oxazine-4,4'-isoquinoline]-1',3'(2'H)-dione